sodium methylphosphonate CP([O-])([O-])=O.[Na+].[Na+]